1-{[1-(4-Methoxyphenyl)cyclopentyl]carbonyl}-N-pyridin-4-yl-D-prolinamide COC1=CC=C(C=C1)C1(CCCC1)C(=O)N1[C@H](CCC1)C(=O)NC1=CC=NC=C1